CC1=C(N=CN1)C[C@@H](C)C=1C=C(C=CC1)N1C(C2=CC=CC(=C2C1)C(F)(F)F)=O 2-[3-[(2R)-1-(5-methyl-1H-imidazol-4-yl)propan-2-yl]phenyl]-4-(trifluoromethyl)isoindolin-1-one